C(C1=CC=CC=C1)N1S(C(C(C2=C1N=C(N2C)SCCC)=O)C2=CC=C(C=C2)Cl)(=O)=O 1-benzyl-3-(4-chlorophenyl)-5-methyl-6-(propylthio)-3,5-dihydroimidazo[4,5-c][1,2]thiazine-4(1H)-one 2,2-dioxide